tert-butyl (2-(2-(3-(4-(1-(cyclopropanecarbonyl)indolin-5-yl)-5-methylthiazole-2-carboxamido) phenoxy)ethoxy)ethyl)carbamate C1(CC1)C(=O)N1CCC2=CC(=CC=C12)C=1N=C(SC1C)C(=O)NC=1C=C(OCCOCCNC(OC(C)(C)C)=O)C=CC1